C(CCCCCCCCC)(=O)N[C@@H](CS)C(=O)O decanoyl-L-cysteine